C(C1=CC=CC=C1)N(C(=O)N1C[C@H](N(CC1)C(C(C)(C1=CC=CC=C1)C1=CC=CC=C1)=O)C(=O)O)C (S)-4-(benzyl(methyl)carbamoyl)-1-(2,2-diphenylpropionyl)piperazine-2-carboxylic acid